2-aminobenzoimidazole NC=1NC2=C(N1)C=CC=C2